6,7-dimethoxy-2-methyl-N-(1-(4-(2-(((methyl-d3)amino)methyl)phenyl)selenophen-2-yl)ethyl)quinazolin-4-amine COC=1C=C2C(=NC(=NC2=CC1OC)C)NC(C)C=1[Se]C=C(C1)C1=C(C=CC=C1)CNC([2H])([2H])[2H]